NC1=NC=CC=C1 azaaniline